COC(=O)C1=CN(C=C1)CC1=CC=C(C=C1)NC([C@H](CCCNC(=O)N)N)=O.C(C)(C)(C)N1CC(CC1)(O[Si](C)(C)C)C#CC(=C)C tert-Butyl-3-(3-methylbut-3-en-1-yn-1-yl)-3-((trimethylsilyl)oxy)pyrrolidine Methyl-(S)-1-(4-(2-amino-5-ureidopentanamido)benzyl)-1H-pyrrole-3-carboxylate